2,3,4-trihydroxybutyl acrylate C(C=C)(=O)OCC(C(CO)O)O